1-(3-bromo-4-(methoxymethoxy)phenyl)-4-methylpiperazine BrC=1C=C(C=CC1OCOC)N1CCN(CC1)C